4-[(1R,3R)-2,2-dimethyl-3-(1-phenyl-1H-1,2,3-triazol-4-yl)cyclopropyl]benzenesulfonamide CC1([C@@H]([C@H]1C=1N=NN(C1)C1=CC=CC=C1)C1=CC=C(C=C1)S(=O)(=O)N)C